OC1=CC=C(C=CC2=CC(CC(C2)(C)C)=C(C#N)C#N)C=C1 2-(3-(4-hydroxystyryl)-5,5-dimethylcyclohex-2-enylidene)malononitrile